N-(3-(4-bromo-1H-pyrazol-1-yl)-4-methylphenyl)-3-(trifluoromethyl)benzamide methyl-(1R,3S)-1-(5-bromo-2,4-difluorobenzyl)-3-(ethylsulfonamido)cyclopentane-1-carboxylate COC(=O)[C@@]1(C[C@H](CC1)NS(=O)(=O)CC)CC1=C(C=C(C(=C1)Br)F)F.BrC=1C=NN(C1)C=1C=C(C=CC1C)NC(C1=CC(=CC=C1)C(F)(F)F)=O